benzyl (2R,3S,3aS,6aR)-3-(N-benzyl-2,2,2-trifluoroacetamido)-2-(((triethylsilyl)oxy)methyl)hexahydrocyclopenta[b]pyrrole-1(2H)-carboxylate C(C1=CC=CC=C1)N(C(C(F)(F)F)=O)[C@H]1[C@@H]2[C@H](N([C@H]1CO[Si](CC)(CC)CC)C(=O)OCC1=CC=CC=C1)CCC2